CC=1C=C(C=CC1N1CCC(CC1)C(F)(F)F)NC1CCC(CC1)NC(OC(C)(C)C)=O tert-butyl (4-((3-methyl-4-(4-(trifluoromethyl)piperidin-1-yl)phenyl)amino)cyclohexyl)carbamate